B(OC(C)C)(OC1=C(C(=CC=C1)OCCCCl)C)[O-] isopropyl (3-(3-chloropropoxy)-2-methylphenyl) borate